C1(CCC1)N1C(=NC2=NC(=NC(=C12)N1CC2CCC(C1)N2)OC[C@H]2N(C[C@@H](C2)F)C)OC2=CC(=CC1=CC=C(C(=C21)C#C)F)O 4-{[7-cyclobutyl-6-(3,8-diazabicyclo[3.2.1]octan-3-yl)-2-{[(2S,4R)-4-fluoro-1-methylpyrrolidin-2-yl]methoxy}-7H-purin-8-yl]oxy}-5-ethynyl-6-fluoronaphthalen-2-ol